COC(=O)C1C2C=CC(C1C(=O)OC)C2 (endo)-dimethylbicyclo[2.2.1]hept-5-ene-2,3-dicarboxylate